6-chloro-4-{4-[(2-chloro-4-fluorophenyl)methyl]piperazin-1-yl}-1-methyl-2-oxo-1,2-dihydro-1,5-naphthyridine ClC=1N=C2C(=CC(N(C2=CC1)C)=O)N1CCN(CC1)CC1=C(C=C(C=C1)F)Cl